16-hydroxy-hexadecenoic acid OCCCCCCCCCCCCCC=CC(=O)O